BrC=1C=NC=CC1C(C)NC 1-(3-bromo-4-pyridyl)ethyl-methyl-amine